C=C(CC(=O)O)C(CCCCC(=O)O)=C 3,4-bis(methylene)nonandioic acid